FC=1C=C(C=CC1)CNC(=O)C=1C(=NC(=CC1C)N1CCOCC1)SCCOC N-[(3-Fluorophenyl)-methyl]-2-(2-methoxy-ethylsulfanyl)-4-methyl-6-morpholin-4-yl-pyridine-3-carboxylic acid amide